CC=1C(=NC(=NC1)NC1CC(CCC1)N)C1=CN=C2N1C=C(C=C2)C2=CC=CC=C2 N1-(5-Methyl-4-(6-phenylimidazo[1,2-a]pyridin-3-yl)pyrimidin-2-yl)cyclohexane-1,3-diamine